methyl 2-methoxy-11H-benzo[2,3][1,4]dioxepino[6,5-b]pyridine-7-carboxylate COC1=CC=C2C(=N1)COC1=C(O2)C=C(C=C1)C(=O)OC